Cl.C(C)OC(=O)C1CC2CCC(C1)N2.C(C)C2=CC=C1C=NN(C1=C2NS(=O)(=O)C=2C=NN(C2)C=2C=NC=C(C2)C(F)(F)F)C N-(6-ETHYL-1-METHYL-1H-INDAZOL-7-YL)-1-(5-(TRIFLUOROMETHYL)PYRIDIN-3-YL)-1H-PYRAZOLE-4-SULFONAMIDE ethyl-8-azabicyclo[3.2.1]octane-3-carboxylate hydrochloride